CC1=CC=C(C=C1)NC(CO)CO (1R,2R)-p-methylphenyl-serinol